(2-((4-((R)-4-methylcyclohex-3-en-1-yl)pent-1-en-1-yl)oxy)ethyl)benzene tert-Butyl-((3S,5R)-1-(3-cyclopropyl-5-nitropyridin-4-yl)-5-methylpiperidin-3-yl)carbamate C(C)(C)(C)N(C(O)=O)[C@@H]1CN(C[C@@H](C1)C)C1=C(C=NC=C1[N+](=O)[O-])C1CC1.CC1=CC[C@@H](CC1)C(CC=COCCC1=CC=CC=C1)C